3,9-bis(2,6-di-tert-butyl-4-methylphenoxy)2,4,8,10-tetraoxa-3,9-diphosphaspiro[5.5]undecane C(C)(C)(C)C1=C(OP2OCC3(CO2)COP(OC3)OC3=C(C=C(C=C3C(C)(C)C)C)C(C)(C)C)C(=CC(=C1)C)C(C)(C)C